(S)-6-(1-(2,2-difluoroethyl)-1H-pyrazol-4-yl)-N-(3-(difluoromethyl)-1-(1-(1-(2-hydroxypropionyl)piperidin-4-yl)azetidin-3-yl)-1H-pyrazol-4-yl)-2-pyridineamide FC(CN1N=CC(=C1)C1=CC=CC(=N1)C(=O)NC=1C(=NN(C1)C1CN(C1)C1CCN(CC1)C([C@H](C)O)=O)C(F)F)F